CC1=NN(C(C1C(=O)[O-])=O)C1=CC(=CC=C1)C=1OC(=NN1)C 3-methyl-1-(3-(5-methyl-1,3,4-oxadiazol-2-yl)phenyl)-5-oxo-4,5-dihydro-1H-pyrazole-4-carboxylate